5-chloro-2-[[6-chloro-3-(4-hydroxy-1-piperidyl)-4-quinolyl]amino]benzoic acid ClC=1C=CC(=C(C(=O)O)C1)NC1=C(C=NC2=CC=C(C=C12)Cl)N1CCC(CC1)O